4-[4-cyano-2-methyl-6-(4,4,5,5-tetramethyl-1,3,2-dioxaborolan-2-yl)indazol-3-yl]-2-(difluoromethoxy)-N-[(1R,2S)-2-fluorocyclopropyl]-6-methoxybenzamide C(#N)C=1C2=C(N(N=C2C=C(C1)B1OC(C(O1)(C)C)(C)C)C)C1=CC(=C(C(=O)N[C@H]2[C@H](C2)F)C(=C1)OC)OC(F)F